COC1=NC=C(C=C1)C1=C(C=CC(=C1[N+](=O)[O-])N1CCN(CC1)C1=NC=CC=N1)S(=O)(=O)N (2-methoxypyridin-5-yl)-3-nitro-4-[4-(pyrimidin-2-yl)piperazin-1-yl]benzenesulfonamide